BrC1=CC=C2C(C(NC2=C1)=O)C1=C(C=CC(=C1)OC)Cl 6-bromo-3-(2-chloro-5-methoxyphenyl)indolin-2-one